C[C@H]1CC[C@@H](OC1=O)[C@@H](C)[C@H]2CC[C@@H]3[C@@]2(C[C@H]([C@H]4[C@H]3CCC5=CC(=O)CC[C@]45C)OC(=O)C)C The molecule is a withanolide that is (22R,25S)-22,26-epoxycholest-4-en-26-one substituted by an oxo group at position 3 and an alpha-acetoxy group at position 11. Isolated from Paraminabea acronocephala, it exhibits anti-inflammatory activity. It has a role as an anti-inflammatory agent and a coral metabolite. It is a delta-lactone, a cholestanoid, an enone, an organic heterotetracyclic compound, a withanolide and an acetate ester.